[Cl-].C(CCCCCCC\C=C/CCCCCCCC)O[C@@H](C[N+](C)(C)C)COCCCCCCCC\C=C/CCCCCCCC l-2,3-bis(oleyloxy)propyl-N,N,N-trimethylammonium chloride